COC1=C(C(=CC=C1)OC)N1C(=NC=2C1=NC(=CN2)NS(=O)(=O)CC2=CC=CC=C2)C2=NC(=CC=C2)OCC N-(1-(2,6-Dimethoxyphenyl)-2-(6-ethoxypyridin-2-yl)-1H-imidazo[4,5-b]pyrazin-6-yl)-1-phenylmethansulfonamid